C(C(C)C)C1=CC=C(C=C1)C(C(=O)N1C=CC2=C1N=CN=C2N([C@@H]2CC[C@H](CC2)CS(=O)(=O)NC)C)C 1-((trans)-4-((7-(2-(4-isobutylphenyl)propionyl)-7H-pyrrolo[2,3-d]pyrimidin-4-yl)(methyl)Amino)cyclohexyl)-N-methylmethanesulfonamide